(Z)-3-[4-(Dimethylamino)phenyl]-1-(2-hydroxyphenyl)prop-2-en-1-one CN(C1=CC=C(C=C1)\C=C/C(=O)C1=C(C=CC=C1)O)C